CC1=CC(=CC(=N1)N1C(CC[C@H]1C(=O)N1CCCC2=CN=CC=C12)=O)C(F)(F)F (S)-1-(6-methyl-4-(trifluoromethyl)pyridin-2-yl)-5-(1,2,3,4-tetrahydro-1,6-naphthyridine-1-carbonyl)pyrrolidin-2-one